C(C)(C)(C)OC(NCCOC1=CC=C(C=C1)NC(C1=CC=C(C=C1)Br)=O)=O {2-[4-(4-bromo-benzoylamino)-phenoxy]-ethyl}-carbamic acid tert-butyl ester